Methyl (S)-3-((S)-2-((tert-butoxycarbonyl)amino)-4-methylpent-4-enamido)-3-(2'-hydroxy-6'-methyl-[1,1'-biphenyl]-3-yl)propanoate C(C)(C)(C)OC(=O)N[C@H](C(=O)N[C@@H](CC(=O)OC)C=1C=C(C=CC1)C1=C(C=CC=C1C)O)CC(=C)C